ClC1=C2C(=CNC2=C(C=C1)NS(=O)(=O)C=1C=NN(C1)CC1CC1)C#N N-(4-chloro-3-cyano-1H-indol-7-yl)-1-(cyclopropylmethyl)pyrazole-4-sulfonamide